N1=C(C=NC=C1)CC(=O)C1=CC=CC=C1 alpha-(2-pyrazine-yl)acetophenone